ClC=1C(=NC=C2C=C(C=NC12)C=1C=C(C=NC1C)NC(=O)C1=CC(=NC=C1)C(C)(C)C#N)NC N-[5-[8-chloro-7-(methylamino)-1,6-naphthyridin-3-yl]-6-methyl-3-pyridyl]-2-(1-cyano-1-methyl-ethyl)pyridine-4-carboxamide